C(C)(C)(C)[Si](C)(C)OC1CC(C1)COC1=C(C=CC(=C1)F)B1OC(C(O1)(C)C)(C)C tert-butyl-[3-[[5-fluoro-2-(4,4,5,5-tetramethyl-1,3,2-dioxaborolan-2-yl)phenoxy]methyl]cyclobutoxy]-dimethyl-silane